methyl (2R,3S,5R)-2-((((1S,3S,6R)-6-(5-bromopyrimidin-2-yl)bicyclo[4.1.0]heptan-3-yl)oxy)methyl)-3-((fluoromethyl)sulfonamido)-5-methylpyrrolidine-1-carboxylate BrC=1C=NC(=NC1)[C@]12CC[C@@H](C[C@@H]2C1)OC[C@@H]1N([C@@H](C[C@@H]1NS(=O)(=O)CF)C)C(=O)OC